4-fluoro-3-(N-(4-(4,4,5,5-tetramethyl-1,3,2-dioxaborolan-2-yl)phenyl)sulfamoyl)-N-(3,4,5-trifluorophenyl)benzamide FC1=C(C=C(C(=O)NC2=CC(=C(C(=C2)F)F)F)C=C1)S(NC1=CC=C(C=C1)B1OC(C(O1)(C)C)(C)C)(=O)=O